COC1=C(C=C(C(=O)OC)C=C1)OCCC(COS(=O)(=O)C)C methyl 4-methoxy-3-(3-methyl-4-((methylsulfonyl)oxy)butoxy)benzoate